[C@@H]1([C@H](O)[C@H](O)[C@@H](O)[C@@H](O1)C)O[C@H]1[C@H](O[C@H]2[C@H](O)[C@@H](O)[C@H](O)CO2)O[C@@H]([C@@H]([C@@H]1O)O)C β-d-xylopyranosyl-(1→4) α-l-rhamnopyranosyl-(1→2)-β-d-fucopyranoside